ClC1=CC=C(CN2C(=NC=3N(C(N(C(C23)=O)CCC(C)O)=O)C)S(=O)(=O)CCC)C=C1 7-(4-chlorobenzyl)-1-(3-hydroxybutyl)-3-methyl-8-(propylsulfonyl)-1H-purine-2,6(3H,7H)-dione